3-{[2-fluoro-3-(methylaminosulfonylamino)phenyl]methyl}-7-[(2-oxo-1-pyrrolidinyl)methyl]-3,4-dihydro-2H-1,3-benzoxazin-2-one FC1=C(C=CC=C1NS(=O)(=O)NC)CN1C(OC2=C(C1)C=CC(=C2)CN2C(CCC2)=O)=O